Ethyl 2-(2-aminopyrimidin-4-yl)-2-methylpropionate NC1=NC=CC(=N1)C(C(=O)OCC)(C)C